tri-aminotriethylamine NC(CN(CC)CC)(N)N